(4-(1-cyanocyclopentyl)phenyl)-2-(4-((6,7-dimethoxyquinazolin-4-yl)oxy)-2,6-difluorophenyl)-2-oxoacetamide C(#N)C1(CCCC1)C1=CC=C(C=C1)NC(C(=O)C1=C(C=C(C=C1F)OC1=NC=NC2=CC(=C(C=C12)OC)OC)F)=O